[Se].CC(C)CCC[C@@H](C)[C@H]1CC[C@H]2[C@@H]3CC=C4C[C@@H](O)CC[C@]4(C)[C@H]3CC[C@]12C cholesterol selenium